1-(4-chloro-benzyl)-3-(4-((2-oxo-5-(pyridin-3-yl)pyrrolidin-1-yl)methyl)phenyl)urea ClC1=CC=C(CNC(=O)NC2=CC=C(C=C2)CN2C(CCC2C=2C=NC=CC2)=O)C=C1